N[C@@H](CC(=O)O)CC=1SC=CC1 (S)-3-amino-4-(2-thienyl)butanoic acid